6-(5-((4-methoxybenzyl)oxy)pyrazin-2-yl)-5-((2,4,6-trifluorobenzyl)thio)thiazolo[4,5-d]-pyrimidin-7(6H)-one COC1=CC=C(COC=2N=CC(=NC2)N2C(=NC3=C(C2=O)SC=N3)SCC3=C(C=C(C=C3F)F)F)C=C1